2,6-dimethylDiethyl-1,4-dihydro-3,5-pyridinedicarboxylic acid CC=1NC(=C(C(C1C(=O)O)(CC)CC)C(=O)O)C